2-mercapto-3,4-butanediol SC(C)C(CO)O